N-(2',3''-difluoro-4''-formyl-5''-methoxy-2-methyl-[1,1':3',1''-terphenyl]-3-yl)-1,3-dimethyl-2,4-dioxo-1,2,3,4-tetrahydropyrimidine-5-carboxamide FC1=C(C=CC=C1C1=CC(=C(C(=C1)OC)C=O)F)C1=C(C(=CC=C1)NC(=O)C=1C(N(C(N(C1)C)=O)C)=O)C